3-[tert-butyl-(dimethyl)silyl]oxycyclohexanone C(C)(C)(C)[Si](OC1CC(CCC1)=O)(C)C